OC1=C(C=C(C(=O)OC)C=C1)NC[C@H]1OCC1 methyl (S)-4-hydroxy-3-((oxetan-2-ylmethyl)amino)benzoate